[C@H]12CN(C[C@H](CC1)N2)C2=CC(CC1=C(C=C(C(=C21)C#C)F)F)(O)C2=CC=1N=C(N=CC1C=N2)OC[C@@]2(CN(CC[C@@H]2CF)C)C 4-((1R,5S)-3,8-diazabicyclo[3.2.1]oct-3-yl)-8-fluoro-2-((((3S,4S)-4-(fluoromethyl)-1,3-dimethylpiperidin-3-yl)methoxy)pyrido[4,3-d]pyrimidin-7-yl)-5-ethynyl-6-fluoronaphthalen-2-ol